ClC=1C=C(C=C(C1)Cl)S(=O)(=O)N1CC(C1)(CO)COC1=CC(=C(C#N)C=C1)F 4-((1-((3,5-Dichlorophenyl)sulfonyl)-3-(hydroxymethyl)azetidin-3-yl)methoxy)-2-fluorobenzonitrile